C(C1=CC=CC=C1)SC1=CC=C(C=N1)N 6-(benzylsulfanyl)pyridin-3-amine